6-(2-ethoxy-2-oxoethyl)-2-azaspiro[3.3]heptane-2-carboxylic acid tert-butyl ester C(C)(C)(C)OC(=O)N1CC2(C1)CC(C2)CC(=O)OCC